COC=1C(=CC=2N(C1)N=C(C2)C)N 6-methoxy-2-methyl-pyrazolo[1,5-a]pyridin-5-amine